3-[[6-cyano-5-(trifluoromethyl)-pyridin-3-yl]amino]-3-oxopropionic acid propyl ester C(CC)OC(CC(=O)NC=1C=NC(=C(C1)C(F)(F)F)C#N)=O